FC1=C(C=CC(=C1F)F)C=1C(=C2N(N1)CCC2)C=2C=C1N=CC=NC1=CC2 6-(2-(2,3,4-Trifluorophenyl)-5,6-dihydro-4H-pyrrolo[1,2-b]pyrazol-3-yl)quinoxaline